N-[(2-amino-3-fluoroquinolin-7-yl)methyl]-6-cyano-N-(2-methanesulfonylpyridin-3-yl)pyridine-3-carboxamide NC1=NC2=CC(=CC=C2C=C1F)CN(C(=O)C=1C=NC(=CC1)C#N)C=1C(=NC=CC1)S(=O)(=O)C